(3R)-3-{[10-(hydroxymethyl)-2-(4-methoxyphenyl)[1,2,4]triazolo[1,5-c]quinazolin-5-yl]amino}azepan-2-one OCC=1C=2C=3N(C(=NC2C=CC1)N[C@H]1C(NCCCC1)=O)N=C(N3)C3=CC=C(C=C3)OC